methyl 2-chloro-5-[3-chloro-5-(trifluoromethyl)-2-pyridyl]benzoate ClC1=C(C(=O)OC)C=C(C=C1)C1=NC=C(C=C1Cl)C(F)(F)F